6-[3-chloro-4-(cyclopropylmethoxy)phenyl]-N-[[2-(1,4-oxazepan-4-yl)-3-pyridyl]methyl]pyridazine-4-carboxamide ClC=1C=C(C=CC1OCC1CC1)C1=CC(=CN=N1)C(=O)NCC=1C(=NC=CC1)N1CCOCCC1